C1CCN2CCCC12\C=C/C(=O)O (Z)-3-(tetrahydro-1H-pyrrolizin-7a(5H)-yl)acrylic acid